C(C(=C)C)(=O)OCC[N+](C)(C)C beta-methacrylyloxyethyl-trimethyl-ammonium